C1(CC1)OC(C(=O)C1=CC(=CC=C1)OC(F)F)=O 2-cyclopropoxy-1-(3-(difluoromethoxy)phenyl)ethan-1-oneaL